BrC1=C(O[Si](C)(C)C)C=CC=C1 (2-bromophenoxy)trimethylsilane